tricyclo[6.2.1.02,7]Undecene C12=C3CCCCC3C(CC1)C2